(R)-(4-((1-(3-(difluoromethyl)-2-fluorophenyl)ethyl)amino)-2-methylimidazo[1',2':1,6]pyrido[2,3-d]pyrimidin-6-yl)(morpholino)methanone FC(C=1C(=C(C=CC1)[C@@H](C)NC=1C2=C(N=C(N1)C)N1C(C(=C2)C(=O)N2CCOCC2)=NC=C1)F)F